CC=1[C@@H](C(CCC1)(C)C)\C=C\C(CC)=O |r| (+-)-(1E)-1-(2,6,6-trimethyl-2-cyclohexen-1-yl)-1-penten-3-one